(4-AMINO-1H-PYRAZOL-1-YL)ACETIC ACID NC=1C=NN(C1)CC(=O)O